(S)-3-(1H-benzo[d]imidazol-1-yl)-l-1-(4-chlorothiophen-2-yl)-8-((3S,5R)-3,5-dimethylpiperazin-1-yl)-10-(trifluoromethyl)-3,4-dihydro-[1,4]thiazepino[2,3,4-ij]quinazolin-6(2H)-one N1(C=NC2=C1C=CC=C2)[C@H]2CN1C(N=C(C3=CC(=CC(=C13)S(C2)C=2SC=C(C2)Cl)C(F)(F)F)N2C[C@@H](N[C@@H](C2)C)C)=O